3,3-dicyclopropyl-N-[4-(3,5-dimethyl-1H-pyrazol-4-yl)phenyl]-2-[5-(2-isopropylpyrazol-3-yl)-4H-1,2,4-triazol-3-yl]propanamide C1(CC1)C(C(C(=O)NC1=CC=C(C=C1)C=1C(=NNC1C)C)C1=NN=C(N1)C=1N(N=CC1)C(C)C)C1CC1